Tetramethylsilane Nitrogen [N].C[Si](C)(C)C